(2-((1-methyl-6-nitro-2-oxo-1,2-dihydroquinolin-3-yl)oxy)acetyl)alanine methyl ester COC([C@@H](NC(COC=1C(N(C2=CC=C(C=C2C1)[N+](=O)[O-])C)=O)=O)C)=O